C(C)(=O)C=1C=C(C=C2C(N(C(=NC12)N1CC2=CC=C(C=C2C1)F)C)=O)C 8-acetyl-2-(5-fluoro-1,3-dihydro-isoindol-2-yl)-3,6-dimethylquinazolin-4-one